FC=1C=C(C=C2CCC(C12)(C)C)NC(=O)[C@@H]1N(CCC2=CC(=CC=C12)COC)C(=O)C1=CC(=NO1)O (R)-N-(7-fluoro-1,1-dimethyl-2,3-dihydro-1H-inden-5-yl)-2-((3-hydroxy-1,2-oxazol-5-yl)carbonyl)-6-(methoxymethyl)-1,2,3,4-tetrahydroisoquinoline-1-carboxamide